(E)-4-{tert-butoxycarbonyl-[3-(3-chloro-10,11-dihydro-5H-dibenzo[b,f]azepin-5-yl)propylamino]}but-2-enoic acid C(C)(C)(C)OC(=O)N(C/C=C/C(=O)O)CCCN1C2=C(CCC3=C1C=CC=C3)C=CC(=C2)Cl